[2-(5-{[2-chloro-6-(trifluoromethyl)phenyl]methoxy}pyrimidin-2-yl)-1,2,3-triazol-4-yl]methanol ClC1=C(C(=CC=C1)C(F)(F)F)COC=1C=NC(=NC1)N1N=CC(=N1)CO